2-(4-methylbenzyl)-2-(dimethylamino)-1-[4-(4-morpholinyl)phenyl]-1-butanone CC1=CC=C(CC(C(=O)C2=CC=C(C=C2)N2CCOCC2)(CC)N(C)C)C=C1